2-(6-Chloro-benzothiazol-2-ylamino)-1-methyl-1H-benzoimidazole-5-carboxylic acid [2-(3-fluoro-propoxy)-ethyl]-amide FCCCOCCNC(=O)C1=CC2=C(N(C(=N2)NC=2SC3=C(N2)C=CC(=C3)Cl)C)C=C1